O[C@@H](C(=O)NCCC1=CC2=CC(N=C2C=C1)=O)C (R)-2-hydroxy-N-(2-(2-oxoindol-5-yl)ethyl)propionamide